C(#N)OC=C cyanovinyl ether